1-Ethyl-4-fluoro-N'-((3-(4-fluorophenyl)-2-(trifluoromethyl)-6,7-dihydro-5H-cyclopenta[b]pyridin-4-yl)carbamoyl)-1H-pyrazole-3-sulfonimidamide C(C)N1N=C(C(=C1)F)S(=O)(N)=NC(NC1=C2C(=NC(=C1C1=CC=C(C=C1)F)C(F)(F)F)CCC2)=O